1-({(5S,7S)-3-[4-methyl-6-(methyloxy)-3-pyridinyl]-2-oxo-1-oxa-3-azaspiro[4.5]dec-7-yl}methyl)-1H-benzimidazole-6-carbonitrile CC1=C(C=NC(=C1)OC)N1C(O[C@]2(C1)C[C@H](CCC2)CN2C=NC1=C2C=C(C=C1)C#N)=O